C(=O)O.C(C)(C)(C)OC(=O)N[C@H](C(=O)NC=1SC(=C(N1)C)C(=O)OCCC)CNC(C1=CC(=CC=C1)C1=NOC(=N1)C)=O propyl (S)-2-(2-((tert-butoxycarbonyl) amino)-3-(3-(5-methyl-1,2,4-oxadiazol-3-yl) benzoylamino) propionylamino)-4-methylthiazole-5-carboxylate formate